CC(C)(C)[S@@](=O)N[C@H](C)C1=CC(=CN2C1=NC(=CC2=O)N2CCOCC2)C(=O)OCC ethyl 9-((R)-1-((R)-1,1-dimethylethylsulfinamido)ethyl)-2-morpholino-4-oxo-4H-pyrido[1,2-a]pyrimidine-7-carboxylate